FC=1C(=C(NC2=C(NC3=C2C(NCC3)=O)C3=C(C=NC=C3)OCC(C)(C)N(C)C)C=C(C1)F)C 3-(3,5-difluoro-2-methylanilino)-2-{3-[2-(dimethylamino)-2-methylpropoxy]pyridin-4-yl}-1,5,6,7-tetrahydro-4H-pyrrolo[3,2-c]pyridin-4-one